(2S,SR)-2-(4-fluorophenyl)-5-vinylpyrrolidin-1-carboxylic acid t-butyl ester C(C)(C)(C)OC(=O)N1[C@@H](CC[C@H]1C=C)C1=CC=C(C=C1)F |&1:11|